C1(C(C(C(C(C1[2H])([2H])[2H])([2H])[2H])([2H])[2H])([2H])[2H])([2H])C1=C(C(=C(C=C1)C1=CC=CC=2OC3=C(C21)C=CC=C3)C3=NN=NC=C3)C3(C(C(C(C(C3[2H])([2H])[2H])([2H])[2H])([2H])[2H])([2H])[2H])[2H] [(diphenyl-d10)triazinylphenyl]dibenzofuran